2-(6-((R)-3-((cyclobutylmethyl)amino)piperidin-1-yl)pyridazin-3-yl)-N-(5-(dimethylamino)pyridin-3-yl)propanamide C1(CCC1)CN[C@H]1CN(CCC1)C1=CC=C(N=N1)C(C(=O)NC=1C=NC=C(C1)N(C)C)C